COC1=C(C=CC=C1OC)C1=CC(=CC=C1)[C@H](CC(=O)OCC)NC(=O)NC=1C(N(C=C(C1O)C)C)=O Ethyl (S)-3-(2',3'-Dimethoxybiphenyl-3-yl)-3-(3-(4-hydroxy-1,5-dimethyl-2-oxo-1,2-dihydropyridin-3-yl)ureido)propanoat